2-(8-cyclopropyl-2-methylimidazo[1,2-a]pyridin-6-yl)-7-(piperazin-1-yl)-4H-pyrido[1,2-a]pyrimidin-4-one C1(CC1)C=1C=2N(C=C(C1)C=1N=C3N(C(C1)=O)C=C(C=C3)N3CCNCC3)C=C(N2)C